C(=O)=C(C1=NC(=CC(=C1)Cl)CP(C(C)(C)C)C(C)(C)C)N(CC)CC Carbonylchlorohydrido[6-(di-t-butylphosphinomethyl)-2-(N,N-diethylaminomethyl)pyridine]